2-chloro-6-(trifluoromethyl)benzaldehyde ClC1=C(C=O)C(=CC=C1)C(F)(F)F